C(\C=C\C(=O)O)(=O)O.FC1=C(C=CC(=C1)C(F)(F)F)C=1C(=NC(=NC1)NC[C@@H]1N(CCC1)C([2H])([2H])[2H])C (R)-5-(2-fluoro-4-(trifluoromethyl)phenyl)-4-methyl-N-((1-(trideuteriomethyl)pyrrolidin-2-yl)methyl)pyrimidin-2-amine, fumarate salt